C(C)(=O)NCCC1=CNC2=CC=C(C=C12)OC(CC(=O)O)=O 3-((3-(2-acetamidoethyl)-1H-indol-5-yl)oxy)-3-oxopropanoic acid